C(=O)(O)CCCCCCCCCCP(O)(O)=O 10-carboxydecyl-phosphonic acid